4-(2-Aminopropan-2-yl)-6-((2-(2-fluoropropan-2-yl)pyrimidin-4-yl)amino)-2,7-naphthyridin-1(2H)-one HCl Cl.NC(C)(C)C1=CNC(C2=CN=C(C=C12)NC1=NC(=NC=C1)C(C)(C)F)=O